FC1=C(C=CC(=C1)F)C(CN1N=NC(=C1)COC1=CC=C(C=C1)C=CC(=O)C1=CC=C(C=C1)F)(CN1N=CN=C1)O 3-[4-[[1-[2-(2,4-Difluorophenyl)-2-hydroxy-3-(1,2,4-triazol-1-yl)propyl]triazol-4-yl]methoxy]phenyl]-1-(4-fluorophenyl)prop-2-en-1-one